O1CC(C1)N1CCC(CC1)CC1=CC=C(C=C1)NC(OCC1=CC=C(C=C1)Cl)=O 4-chlorobenzyl (4-((1-(oxetan-3-yl)piperidin-4-yl)methyl)phenyl)carbamate